N1C=C(C2=CC=CC=C12)C[C@H](C(NCCCC=1N=CN(C1)C(C1=CC=CC=C1)(C1=CC=CC=C1)C1=CC=CC=C1)=O)NC(OC(C)(C)C)=O (R)-tert-butyl (3-(1H-indol-3-yl)-1-oxo-1-((3-(1-trityl-1H-imidazol-4-yl)propyl)-amino)propan-2-yl)carbamate